CN1N=NC(=C1C(=O)O)C=1C=CC2=C(OC(C(N2)=O)C)N1 1-methyl-4-(3-methyl-2-oxo-2,3-dihydro-1H-pyrido[2,3-b][1,4]oxazin-6-yl)-1H-1,2,3-triazole-5-carboxylic acid